6-(4-chlorophenyl)-N-[(cis)-4-hydroxytetrahydrofuran-3-yl]-2-(1-methyl-1H-pyrazol-4-yl)-3-oxo-2,3-dihydropyridazine-4-carboxamide ClC1=CC=C(C=C1)C=1C=C(C(N(N1)C=1C=NN(C1)C)=O)C(=O)N[C@@H]1COC[C@@H]1O